benzyl tert-butyl propane-1,3-diyldicarbamate C(CCNC(OC(C)(C)C)=O)NC(OCC1=CC=CC=C1)=O